3-amino-7-(2-fluoro-6-methyl-phenyl)-N-[(3S)-1-methylpyrrolidin-3-yl]isoquinoline-4-carboxamide NC=1N=CC2=CC(=CC=C2C1C(=O)N[C@@H]1CN(CC1)C)C1=C(C=CC=C1C)F